C1=C(C=CC=2OC3=C(C21)C=CC=C3)C3=CC(=NC=C3)N3C2=CC=C(C=C2C=2C=C(C=CC32)N(C3=CC=CC=C3)C3=CC=CC=C3)N(C3=CC=CC=C3)C3=CC=CC=C3 9-(4-(dibenzo[b,d]furan-2-yl)pyridin-2-yl)-N3,N3,N6,N6-tetraphenyl-9H-carbazole-3,6-diamine